FC=1C=C(C=CC1)C1=CC(=CS1)NC(=O)N 5-(3-Fluorophenyl)-3-ureidothiophene